tert-butyl (2S)-2-(cyanomethyl)-4-[2-[[(2R,4R)-4-fluoro-1-methylpyrrolidin-2-yl]methoxy]-5,6,7,8-tetrahydropyrido[3,4-d]pyrimidin-4-yl]piperazine-1-carboxylate C(#N)C[C@@H]1N(CCN(C1)C=1C2=C(N=C(N1)OC[C@@H]1N(C[C@@H](C1)F)C)CNCC2)C(=O)OC(C)(C)C